5-(benzo[d]thiazol-6-yl)-1-(6-methylpyridin-2-yl)-1H-pyrazol-3-amine hydrochloride Cl.S1C=NC2=C1C=C(C=C2)C2=CC(=NN2C2=NC(=CC=C2)C)N